1H,2H,3H-pyrrolo[2,3-c]Pyridin-4-ylboronic acid N1CCC=2C1=CN=CC2B(O)O